(2,6-dimethylpiperazin-1,4-diyl)bis((2-fluoro-4-methoxyphenyl)methanone) CC1N(C(CN(C1)C(=O)C1=C(C=C(C=C1)OC)F)C)C(=O)C1=C(C=C(C=C1)OC)F